BrC1=NN2C(N=CC=C2C2CN(CCC2)CC2=CC=C(C=C2)Cl)=C1C=O bromo-7-(1-(4-chlorobenzyl)piperidin-3-yl)pyrazolo[1,5-a]pyrimidine-3-carbaldehyde